N[C@@H](C(C)C)C(=O)O[C@@H]1[C@H](O[C@]([C@@H]1O)(C1=CC=C2C(=NC=NN21)NC(C(C)(C)OC)=O)C#N)COC(CC2=CC=CC=C2)=O (2R,3S,4R,5R)-5-cyano-4-hydroxy-5-(4-(2-methoxy-2-methylpropanamido)pyrrolo[2,1-f][1,2,4]triazin-7-yl)-2-((2-phenylacetoxy)methyl)tetrahydrofuran-3-yl L-valinate